[SiH2]1N=NC=CC=C1 siladiazepine